(3S,7S)-3-(tert-Butoxycarbonylamino)-7-methyl-4,7-dihydro-2H-azepine-1,3-dicarboxylic acid O1-tert-butyl ester O3-methyl ester COC(=O)[C@]1(CN([C@H](C=CC1)C)C(=O)OC(C)(C)C)NC(=O)OC(C)(C)C